(2R)-2-(6-{5-chloro-2-[(2-methyl-2H-1,2,3-triazol-4-yl)amino]pyridin-4-yl}-1-oxo-2,3-dihydro-1H-isoindol-2-yl)-N-[(1R)-1-[6-(4-methylpiperazin-1-yl)pyridin-2-yl]ethyl]propanamide ClC=1C(=CC(=NC1)NC1=NN(N=C1)C)C1=CC=C2CN(C(C2=C1)=O)[C@@H](C(=O)N[C@H](C)C1=NC(=CC=C1)N1CCN(CC1)C)C